C1=C(C=CC=2SC3=CC=C(C=C3SC12)COC1=C(C2=CC=CC=C2C=C1)C1=C(C=CC2=CC=CC=C12)OCCO)COC1=C(C2=CC=CC=C2C=C1)C1=C(C=CC2=CC=CC=C12)OCCO 2,2'-[Thianthrene-2,8-diylbis(methyleneoxy[1,1'-binaphthyl]-2',2-diyloxy)]bis(ethan-1-ol)